C(=O)C1CC(CCC1)N 3-formylcyclohexylamine